(S)-1-(2-((1-hydroxybutan-2-yl)amino)pyridin-4-yl)-1H-imidazole-4-carboxylic acid OC[C@H](CC)NC1=NC=CC(=C1)N1C=NC(=C1)C(=O)O